O[C@@H]1[C@H](OC([C@@H]1O)O)CNC(CCC)=O N-[[(2R,3S,4R)-3,4,5-trihydroxytetrahydrofuran-2-yl]methyl]-butyramide